tert-butyl 3-(4-(methylsulfonamidomethyl)benzyl)-2-oxo-2,3-dihydro-1H-benzo[d]imidazole-1-carboxylate CS(=O)(=O)NCC1=CC=C(CN2C(N(C3=C2C=CC=C3)C(=O)OC(C)(C)C)=O)C=C1